CN(C)CCN(C)CCN(C)C PentamethyldiethyleneTriamine